N(=[N+]=[N-])C=1N=C(C=2N=CN([C@H]3[C@H](O)[C@H](O)[C@@H](CO)O3)C2N1)N 2-Azidoadenosine